7-methyl-N-((S)-5-methyl-4-oxo-2,3,4,5-tetrahydrobenzo[b][1,4]oxazepin-3-yl)-2,4,5,7-tetrahydropyrano[3,4-c]pyrazole-3-carboxamide CC1OCCC=2C1=NNC2C(=O)N[C@@H]2C(N(C1=C(OC2)C=CC=C1)C)=O